2-[[2-(aminomethyl)-4-pyridyl]thio]benzoic acid methyl ester dihydrochloride Cl.Cl.COC(C1=C(C=CC=C1)SC1=CC(=NC=C1)CN)=O